BrC=1C=C(CN2CC3=CN(C=4N=CC=CC4C3=CC2)CC2=CC=C(C=C2)Br)C=CC1 3-(3-bromobenzyl)-6-(4-bromobenzyl)-2,3,4,6-tetrahydropyrido[3,4-c][1,8]naphthyridine